C(C)C1=CC=2N(C=C1C1CCN(CC1)S(=O)(=O)C=1C=NN3C1C=CC=C3)N=CN2 7-ethyl-6-(1-(pyrazolo[1,5-a]pyridin-3-ylsulfonyl)piperidin-4-yl)-[1,2,4]triazolo[1,5-a]pyridine